C(C)(C)(C)OC(=O)N1CC(CC(=CC1)C1=C(C(=CC=2CCOC21)NC2=NC(=CC(=N2)C)NC)F)O 5-[6-fluoro-5-[[4-methyl-6-(methylamino)pyrimidin-2-yl]amino]-2,3-dihydrobenzofuran-7-yl]-3-hydroxy-2,3,4,7-tetrahydroazepine-1-carboxylic acid tert-butyl ester